3-(2-chloro-5-(methylsulfinyl)phenyl)-1,4-oxazepan ClC1=C(C=C(C=C1)S(=O)C)C1COCCCN1